1-bromo-3-nitronaphthalene BrC1=CC(=CC2=CC=CC=C12)[N+](=O)[O-]